N-(1-{[8-cyano-1-(2-methyloxan-4-yl)-1H-imidazo[4,5-c]quinolin-2-yl]methyl}-1H-pyrazol-3-yl)methanesulfonamide C(#N)C1=CC=2C3=C(C=NC2C=C1)N=C(N3C3CC(OCC3)C)CN3N=C(C=C3)NS(=O)(=O)C